C(C)(C)(C)OC(=O)N1CC=2C=CC=C(C2C1)C(=O)O 2-(tert-butoxycarbonyl)isoindoline-4-carboxylic acid